2-(2,6-dioxopiperidin-3-yl)-5-(3-(4-(hydroxymethyl)piperidin-1-yl)azetidin-1-yl)isoindoline-1,3-dione O=C1NC(CCC1N1C(C2=CC=C(C=C2C1=O)N1CC(C1)N1CCC(CC1)CO)=O)=O